NC=1C=C(OC2C3C4=C(C2CC3)C=C(C=C4)OC4=CC(=CC=C4)N)C=CC1 3,6-bis(3-aminophenoxy)benzonorbornene